CC1(N(CCC1)CC(=O)NC=1C=C(C(=NC1)C)NC(OC(C)(C)C)=O)C tert-butyl (5-(2-(2,2-dimethylpyrrolidin-1-yl)acetamido)-2-methylpyridin-3-yl)carbamate